NC1=C(C(=NN1C1=CC=CC=C1)CC)C(=O)N 5-amino-3-ethyl-1-phenylpyrazole-4-carboxamide